FC=1C=C(C=C(C1O)F)C=1SC2=C(N1)CCC(C2=O)(C)C 2-(3,5-difluoro-4-hydroxyphenyl)-6,6-dimethyl-5,6-dihydrobenzo[d]thiazol-7(4H)-one